FC(C(=O)O)(F)F.ClC1=C(C=CC=C1[C@]1(NC(N(C(C1)=O)[C@@H]1C[C@@H](C(CC1)(F)F)C)=N)C)NC(C1=CC(=CC=C1)C#N)=O |o1:21,23| N-(2-Chloro-3-{(4S)-1-[(1S*,3S*)-4,4-difluoro-3-methylcyclohexyl]-2-imino-4-methyl-6-oxohexahydro-pyrimidin-4-yl}phenyl)-3-cyano-benzamide trifluoroacetic acid salt